1,5-dodecanediol C(CCCC(CCCCCCC)O)O